(4-fluoropiperidin-1-yl)(1H-pyrrolo[2,3-b]pyridin-5-yl)methanone FC1CCN(CC1)C(=O)C=1C=C2C(=NC1)NC=C2